NC1=NC=2C=CC(=CC2C2=C1C(OC2)C)C(=O)O 4-amino-3-methyl-1,3-dihydrofuro[3,4-c]quinoline-8-carboxylic acid